6-Chloro-2-(4,4-difluoropiperidin-1-yl)-4-methylnicotinamide ClC1=NC(=C(C(=O)N)C(=C1)C)N1CCC(CC1)(F)F